5-benzoyl-9-ethynyl-16-methoxy-2,3,4,10,12-pentaazatetracyclo[11.4.0.02,6.08,12]heptadeca-1(17),3,5,8,10,13,15-heptaene C(C1=CC=CC=C1)(=O)C=1N=NN2C3=CC(=CC=C3N3C=NC(=C3CC12)C#C)OC